FC(C=1C=C(C=C(C1)C(F)(F)F)Br)(F)F 3,5-bistrifluoromethyl-bromobenzene